[Ca+2].N[C@@H](CCSC)C(=O)[O-].N[C@@H](CCSC)C(=O)[O-] methionine calcium salt